4-(4-(3-chloro-4,5-difluorophenyl)-1H-1,2,3-triazol-1-yl)-2-(hydroxymethyl)-5-methoxytetrahydro-2H-pyran-3-ol ClC=1C=C(C=C(C1F)F)C=1N=NN(C1)C1C(C(OCC1OC)CO)O